2-amino-2-ethyl-1,3-propanediol lactate C(C(O)C)(=O)OCC(CO)(CC)N